tert-butyl-4-fluoro-2-(hydroxymethyl)pyrrolidine-1-carboxylic acid C(C)(C)(C)C1(N(CC(C1)F)C(=O)O)CO